C(CCCCC)C(C)OF perfluoro hexyl-ethyl ether